COC=1C=C2C(C=C(OC2=CC1)OCC(F)(F)F)=O 6-methoxy-2-(2,2,2-trifluoroethoxy)chromone